C1=C(C=CC2=CC=CC=C12)C(CC(=O)C1=CC=CC=C1)=O 1-(2-naphthyl)-3-phenyl-1,3-propanedione